C(C(=C)C)(=O)OCCC[Si](OCC)(C)C 3-(methacryloyloxy)propyldimethyl-ethoxysilane